(4S)-3-(4-tert-butyl-6-chloro-2-pyridyl)-N-(3-chloro-4-fluoro-phenyl)-N-methyl-2-oxo-oxazolidine-4-carboxamide C(C)(C)(C)C1=CC(=NC(=C1)Cl)N1C(OC[C@H]1C(=O)N(C)C1=CC(=C(C=C1)F)Cl)=O